2,2-difluoro-1-(3-methyl-5-(methylamino)phenyl)ethane-1-ol FC(C(O)C1=CC(=CC(=C1)NC)C)F